diisothiocyanatoheptaneN N(=C=S)C(=CCCCCC)N=C=S